C(CCCCCCCC)(=O)OCCCCCC(C)C isooctyl pelargonate